Selenoline propionate C(CC)(=O)O.[Se]1C=CCC1